COC(=O)[C@@H]1CC2=C(CN1C(=O)OC(C)(C)C)NC=N2 (S)-3,4,6,7-tetrahydro-5H-imidazo[4,5-c]pyridine-5,6-dicarboxylic acid 5-(tert-butyl) 6-methyl ester